1,1,1,3,3-pentamethyl-5,5,5-trimethoxytrisiloxane C[Si](O[Si](O[Si](OC)(OC)OC)(C)C)(C)C